6-((1-oxaspiro[3.3]heptan-6-yl)methoxy)-N-(6-chloropyridin-3-yl)isoquinolin-1-amine O1CCC12CC(C2)COC=2C=C1C=CN=C(C1=CC2)NC=2C=NC(=CC2)Cl